2-(3-(methoxy)propyl)-1-(4-methoxybenzyl)-4-methyl-1H-imidazo[4,5-d]thieno[3,2-b]pyridine COCCCC1=NC=2C(=C3C(=NC2C)C=CS3)N1CC1=CC=C(C=C1)OC